4-[3-[(1R)-1-[[5-[(1R,5S)-8-tert-Butoxycarbonyl-3,8-diazabicyclo[3.2.1]octan-3-yl]-2-methyl-benzoyl]amino]ethyl]-5-methoxy-phenyl]-1-ethyl-pyrrole-2-carboxylic acid C(C)(C)(C)OC(=O)N1[C@H]2CN(C[C@@H]1CC2)C=2C=CC(=C(C(=O)N[C@H](C)C=1C=C(C=C(C1)OC)C=1C=C(N(C1)CC)C(=O)O)C2)C